(R)-N-(6-fluoro-8-methylisoquinolin-1-yl)-N-(piperidin-3-yl)-5-(4,4,5,5-tetramethyl-1,3,2-dioxaborolan-2-yl)picolinamide FC=1C=C2C=CN=C(C2=C(C1)C)N(C(C1=NC=C(C=C1)B1OC(C(O1)(C)C)(C)C)=O)[C@H]1CNCCC1